NC1=C2C(=NC=N1)N(N=C2C)C(C)C=2C(=C(C(=C(C2)Cl)C)C2CN(C2)CCO)OCC 2-(3-{3-[1-(4-Amino-3-methyl-1H-pyrazolo[3,4-d]pyrimidin-1-yl)ethyl]-5-chloro-2-ethoxy-6-methylphenyl}azetidin-1-yl)ethanol